[Cl-].[Cl-].C(C)[SiH](CC)[Zr+2](C1C(=CC2=CC=CC=C12)C1=CC=CC=C1)C1C(=CC2=CC=CC=C12)C1=CC=CC=C1 Diethylsilyl-bis(phenylindenyl)zirconium dichloride